C(#N)C(C)(C)C1=CC=2N(N=C1)C(=CN2)C2=CC(=C(C(=O)N[C@H]1[C@H](C1)F)C(=C2)OC)OC(F)F 4-[7-(1-cyano-1-methylethyl)imidazo[1,2-b]pyridazin-3-yl]-2-(difluoromethoxy)-N-[(1R,2S)-2-fluorocyclopropyl]-6-methoxybenzamide